Cis-Benzyl 3-[[(tert-butoxy)carbonyl]amino]-4-(hydroxymethyl)pyrrolidine-1-carboxylate C(C)(C)(C)OC(=O)N[C@@H]1CN(C[C@@H]1CO)C(=O)OCC1=CC=CC=C1